FC1=C(C=C(C=C1)C(F)(F)F)C(C(=O)N1CC2=C(N=C(NC2=O)C2(CC2)C2=CC=CC=C2)CC1)O 6-(2-(2-fluoro-5-(trifluoromethyl)phenyl)-2-hydroxyacetyl)-2-(1-phenylcyclopropyl)-5,6,7,8-tetrahydropyrido[4,3-d]pyrimidin-4(3H)-one